ClC=1C(=NC=CC1)C(=O)NC1(CCN(CC1)C1=NC=C(C=C1)C=1C=2N(C=C(C1)OCC1(COC1)C#N)N=CC2C#N)C 3-Chloro-N-(1-(5-(3-cyano-6-((3-cyanooxetan-3-yl)methoxy)pyrazolo[1,5-a]pyridin-4-yl)pyridin-2-yl)-4-methylpiperidin-4-yl)picolinamide